2-(4,4-difluoro-3-vinylpiperidinyl)-6-methylpyrimidin-4-amine FC1(C(CN(CC1)C1=NC(=CC(=N1)N)C)C=C)F